bis(p-nitrophenyl) sulfone [N+](=O)([O-])C1=CC=C(C=C1)S(=O)(=O)C1=CC=C(C=C1)[N+](=O)[O-]